C1(CCCCC1)[C@@H](CO)NC1=NC(=NC=C1C(=O)N)NC1=C(C=C2CCN(CC2=C1)C)OC 4-{[(1S)-1-cyclohexyl-2-hydroxyethyl]amino}-2-[(6-methoxy-2-methyl-1,2,3,4-tetrahydroisoquinolin-7-yl)amino]pyrimidine-5-carboxamide